C(C)OC(CC1=C2C=CNC2=CC(=C1OC1=CC(=C(C=C1)F)C#N)F)=O.CC(CC)NC(=O)[C@H]1N(C[C@H](C1)NCC1=CC=C(C=C1)OC)CC1=C(C=CC=C1)Cl (2S,4S)-N-(butan-2-yl)-1-[(2-chlorophenyl)methyl]-4-{[(4-methoxyphenyl)methyl]Amino}pyrrolidine-2-carboxamide ethyl-2-(5-(3-cyano-4-fluorophenoxy)-6-fluoro-1H-indol-4-yl)acetate